BrC1=CC=CC=2C(=COC21)SC(F)(F)F 7-bromo-3-[(trifluoromethyl)sulfanyl]-1-benzofuran